NC=1C=C(C=CC1)N1C(C(CC1=O)=C)=O 1-(3-aminophenyl)-3-methylenepyrrolidine-2,5-dione